4-(7,7-Difluoro-2-(methylsulfanyl)-6,7-dihydro-5H-cyclopenta[d]pyrimidin-4-yl)-2,6-difluorophenol FC1(CCC2=C1N=C(N=C2C2=CC(=C(C(=C2)F)O)F)SC)F